FC1=C(C=C(C(=C1)OC)OC)CC[C@@H](O)C=1C=C(OCC(=O)OC(C)(C)C)C=CC1 tert-butyl (R)-2-(3-(3-(2-fluoro-4,5-dimethoxyphenyl)-1-hydroxypropyl)phenoxy)acetate